(4S,5R)-5-fluoro-1-[3-(trifluoromethoxy)propyl]-3-(trifluoromethyl)-5,6-dihydro-4H-cyclopenta[c]pyrazol-4-ol F[C@H]1[C@H](C2=C(N(N=C2C(F)(F)F)CCCOC(F)(F)F)C1)O